methyl 1-((6-(1-(2,6-dichlorophenyl)azetidin-3-yl)-2,4-dimethylpyridin-3-yl)methyl)piperidine-4-carboxylate ClC1=C(C(=CC=C1)Cl)N1CC(C1)C1=CC(=C(C(=N1)C)CN1CCC(CC1)C(=O)OC)C